2-(4-Fluorophenyl)-N-[4-(4-oxo-3-phenyl-4,5-dihydro-1H-pyrrolo[3,2-c]pyridin-2-yl)pyridin-2-yl]acetamid FC1=CC=C(C=C1)CC(=O)NC1=NC=CC(=C1)C1=C(C=2C(NC=CC2N1)=O)C1=CC=CC=C1